C(C(C)(C)C)(=O)OC(C(=O)O)(C)C α-pivaloyloxyisobutyric acid